BrC1=C(C=CC=C1)\C(=C/C(C)C)\C 1-bromo-2-[(Z)-1,3-dimethylbut-1-enyl]benzene